C(C)N1CSC2=C1C=CC(=C2)S(=O)(=O)O 3-ethyl-benzothiazole-6-sulfonic Acid